6-amino-N-(3-chloro-6-(2,6-dimethylphenyl)pyridin-2-yl)pyridine-2-sulfonamide NC1=CC=CC(=N1)S(=O)(=O)NC1=NC(=CC=C1Cl)C1=C(C=CC=C1C)C